C(C)N1CC[C@@H](CCC1)O Ethyl-(4R)-4-hydroxyazepane